N,N'-bisacryloyl-ethylenediamine C(C=C)(=O)NCCNC(C=C)=O